FC1(COC1)CNC1=NN2C(C=N1)=C(C=C2)C=2C=NC=1N(C2)C=CN1 N-((3-fluorooxetan-3-yl)methyl)-5-(imidazo[1,2-a]pyrimidin-6-yl)pyrrolo[2,1-f][1,2,4]triazin-2-amine